cis-butanediol C(CCC)(O)O